NC1=C(C(=CC=C1)C(F)(F)F)NCOC(=O)N1CCCCC1.C1(=C(C=CC=C1)C1=C(C2=C(SC3=C2C=CC=C3)C=C1)C1=C(C=CC=C1)C1=CC=CC=3C2=CC=CC=C2C2=CC=CC=C2C13)C1=CC=CC=C1 (biphenylyl)[(triphenyleneyl)phenyl]dibenzothiophene (((2-amino-6-(trifluoromethyl)phenyl)amino)methyl)piperidin-1-carboxylate